1-(4-bromophenyl)-2-(tetrahydrofuran-2-yl)-9H-pyrrolo[1,2-a]indol-9-one BrC1=CC=C(C=C1)C=1C(=CN2C1C(C=1C=CC=CC21)=O)C2OCCC2